5-(4-methoxyphenoxy)-1H-1,2,3-triazole-4-carboxylic acid COC1=CC=C(OC2=C(N=NN2)C(=O)O)C=C1